FC=1C=C(C=CC1N1CCC2(CC(C2)CO)CC1)C1C(NC(CC1)=O)=O 3-(3-fluoro-4-(2-(hydroxymethyl)-7-azaspiro[3.5]non-7-yl)phenyl)piperidine-2,6-dione